N-(4-(dimethylphosphoryl)-2-methoxyphenyl)propynylamide CP(=O)(C)C1=CC(=C(C=C1)CC#C[NH-])OC